NC=1C(=NC(=CC1Cl)Cl)C#N 3-amino-4,6-dichloropyridinenitrile